BrC[C@@H]1N(CCCC1)CCC1=C(C=CC=C1)F (2r,3r,4r,5s)-2-(bromomethyl)-1-(2-fluorophenylethyl)piperidine